OC1(CCC2(OCCO2)CC1)C(F)(F)F 8-hydroxy-8-(trifluoromethyl)-1,4-dioxaspiro[4.5]decane